4,13-dichloro-8-(cyclopropylmethyl)-10-[2,6-difluoro-4-({2-[(2-hydroxyethyl)amino]ethyl}amino)phenyl]-6,8,10-triazatricyclo[9.4.0.02,7]pentadeca-1(11),2(7),3,5,12,14-hexaen-9-one ClC1=CC=2C=3C=CC(=CC3N(C(N(C2N=C1)CC1CC1)=O)C1=C(C=C(C=C1F)NCCNCCO)F)Cl